Cl(=O)(=O)(=O)[O-].C(C)[N+](CC)(CC)CC tetraethylammonium perchlorate